(R)-5-amino-N-(1-(5-cyclopropyl-3-fluoropyridin-2-yl)ethyl)-N-methyl-1-((2-(trimethylsilyl)ethoxy)methyl)-6,8-dihydro-1H-furo[3,4-d]pyrrolo[3,2-b]pyridine-2-carboxamide NC1=C2C(=C3C(=N1)C=C(N3COCC[Si](C)(C)C)C(=O)N(C)[C@H](C)C3=NC=C(C=C3F)C3CC3)COC2